FC=1C=C2C(=CNC(C2=C(C1)F)=O)[C@H](C)N(C(=O)NC1=CC=C(C=C1)F)CCCO (S)-1-(1-(6,8-difluoro-1-oxo-1,2-dihydroisoquinolin-4-yl)ethyl)-3-(4-fluorophenyl)-1-(3-hydroxypropyl)urea